N-(2-methoxybenzyl)-4-(2-methoxyethyl)-3,8-dimethyl-5-oxo-2,3,4,5-tetrahydrobenzofuro[2,3-f][1,4]oxazepine-3-carboxamide COC1=C(CNC(=O)C2(COC3=C(C(N2CCOC)=O)OC2=C3C=CC(=C2)C)C)C=CC=C1